NC1C2=CC=CC=C2CC12CCN(CC2)C=2C(=NC=CN2)C(=O)N 3-(1-amino-1,3-dihydrospiro[indene-2,4'-piperidin]-1'-yl)pyrazine-2-carboxamide